(5-Chloro-3-(5-methylisoxazol-3-yl)-1-(pyridin-2-yl)-1H-pyrazol-4-yl)(9-(3,3-dimethylbutyl)-3,9-diazaspiro[5.5]undecan-3-yl)methanone ClC1=C(C(=NN1C1=NC=CC=C1)C1=NOC(=C1)C)C(=O)N1CCC2(CC1)CCN(CC2)CCC(C)(C)C